O1CC(C=2C1=CN=CC2)C(=O)[O-] 2,3-dihydrofuro[2,3-c]pyridine-3-carboxylate